C1N(CCC2=CC=CC=C12)C(CN1C(O[C@]2(C1=O)CCC1=CC(=CC=C12)NC(=O)NC)=O)=O (R)-1-(3'-(2-(3,4-dihydroisoquinolin-2(1H)-yl)-2-oxoethyl)-2',4'-dioxo-2,3-dihydrospiro[indene-1,5'-oxazolidine]-5-yl)-3-methylurea